[N+](=O)([O-])C1=CN=C(S1)NC(C1=C(C=CC=C1)OC(F)(F)F)=O N-(5-nitrothiazol-2-yl)-2-(trifluoromethoxy)benzamide